C(NCNCCCCCCNCNC(N)=N)(N)=N 2,4,11,13-TETRAAZATETRADECANEDIIMIDAMIDE